C(#N)C1=C(N=C(S1)N(C1=C(N=C2N1C=C(C=C2)C=2C=NC(=NC2)N2CC(C2)NC(=O)[C@@H]2NC[C@H](C2)O)CC)C)C2=CC=C(C=C2)F (2R,4S)-N-(1-(5-(3-((5-cyano-4-(4-fluorophenyl)thiazol-2-yl)(methyl)amino)-2-ethylimidazo[1,2-a]pyridin-6-yl)pyrimidin-2-yl)azetidin-3-yl)-4-hydroxypyrrolidine-2-carboxamide